2-[(5-bromo-6-chloropyridin-2-yl)methyl]-3-oxobutanenitrile BrC=1C=CC(=NC1Cl)CC(C#N)C(C)=O